FC(CO[B-](OCC(F)(F)F)(OCC(F)(F)F)OCC(F)(F)F)(F)F.[Li+] lithium tetrakis(trifluoroethoxy)borate salt